BrC1=C(C(=C(C=C1)S(=O)(=O)C1=C(C(=O)OC)C=CN=C1)[N+](=O)[O-])C methyl 3-[(4-bromo-3-methyl-2-nitrophenyl)sulfonyl]isonicotinate